C(C1=CC=CC=C1)(C1=CC=CC=C1)[C@@H]1N2C(C(N3[C@H]1COCC3)=O)=C(C(C=N2)=O)O (10ar,11s)-11-benzhydryl-4-hydroxy-7,8,10a,11-tetrahydro-10H-pyridazino[1',6':4,5]pyrazino[2,1-c][1,4]oxazine-3,5-dione